7-[3-[[2-(3,5-dihydroxyphenyl)-2-hydroxyethyl]amino]propyl]-1,3-dimethylpurine-2,6-dione OC=1C=C(C=C(C1)O)C(CNCCCN1C=NC=2N(C(N(C(C12)=O)C)=O)C)O